CN(C\C=C/1\C(N(CC1)C1=CC2=C(N=CN=C2NC2=CC(=C(C=C2)OC2=CC3=C(N(N=N3)C)C=C2)C)C=N1)=O)C (E)-3-(2-(dimethylamino)ethylidene)-1-(4-((3-methyl-4-((1-methyl-1H-benzo[d][1,2,3]triazol-5-yl)oxy)phenyl)amino)pyrido[3,4-d]pyrimidin-6-yl)pyrrolidin-2-one